C1(CCCCC1)[C@@H](C)C(C(=O)OCC)C(=O)OCC |r| (±)-Diethyl 2-(1-cyclohexylethyl)malonate